N-(6-amino-3-(4-methoxybenzyl)-1-methyl-2,4-dioxo-1,2,3,4-tetrahydropyrimidin-5-yl)-2-(3-(trifluoromethoxy)phenyl)acetamide NC1=C(C(N(C(N1C)=O)CC1=CC=C(C=C1)OC)=O)NC(CC1=CC(=CC=C1)OC(F)(F)F)=O